[Li].[Mn].[Ti] titanium-manganese lithium